C(C(=C)CC(=O)O)(=O)O.C(CCCCCCCC=CC=C)O mono-9,11-dodecadienol itaconate